C12CC(CC(CC1)N2)C2=C(C=C(NC1C(NC(CC1)=O)=O)C=C2)F 3-[4-(8-azabicyclo[3.2.1]octan-3-yl)-3-fluoro-anilino]piperidine-2,6-dione